C(C)OC=1C=CC(=C(C1)N1N=C(C=C1CC(C)C)NC1=C(C(=O)O)C=C(C=N1)C=1SC=CC1)F 2-[[1-(5-ethoxy-2-fluorophenyl)-5-isobutyl-pyrazol-3-yl]amino]-5-(thiophen-2-yl)nicotinic acid